non-5-ene phosphate P(=O)(O)(O)O.CCCCC=CCCC